COC(C1=C(C(=CC=C1)O[Si](C)(C)C(C)(C)C)C)=O 3-[Tert-butyl-(dimethyl)silyl]oxy-2-methyl-benzoic acid methyl ester